1-benzyl-6-chloro-5-oxo-7-phenethyl-8-(3-(trifluoromethyl)phenyl)-1,2,3,5-tetrahydroimidazo[1,2-a]pyridine-3-carboxylic acid C(C1=CC=CC=C1)N1CC(N2C1=C(C(=C(C2=O)Cl)CCC2=CC=CC=C2)C2=CC(=CC=C2)C(F)(F)F)C(=O)O